2-(4-(thiophen-2-ylsulfonyl)piperazin-1-yl)benzo[d]thiazole-6-carboxylic acid S1C(=CC=C1)S(=O)(=O)N1CCN(CC1)C=1SC2=C(N1)C=CC(=C2)C(=O)O